N-(3-methoxypyridine-4-yl)acetamide COC=1C=NC=CC1NC(C)=O